C(#N)C1=CC=CC2=C1SC(=C2)C=2SC(=C(N2)C)C(=O)OCC ethyl 2-(7-cyanobenzo[b]thiophen-2-yl)-4-methylthiazole-5-carboxylate